FC1=CC=C(C=C1)[C@H](C)NC(CSC1=NC=2C(=NC=CC2)N1CC1=CC=C(C=C1)OC(F)(F)F)=O N-[(S)-1-(4-Fluoro-phenyl)-ethyl]-2-[3-(4-trifluoromethoxy-benzyl)-3H-imidazo[4,5-b]pyridin-2-ylsulfanyl]-acetamide